1-cyclooctanedimethanol C1(CCCCCCC1)(CO)CO